C(C)(C)(C)OC(=O)N[C@@H](CC1=CC=CC=C1)C(=O)O (tertbutoxycarbonyl)-L-phenylalanine